(3-{6-amino-5-[1-(2,6-dichloro-3-fluoro-phenyl)-ethoxy]-pyridin-3-yl}-phenyl)-((R)-2-pyrrolidin-1-ylmethyl-pyrrolidin-1-yl)-methanone NC1=C(C=C(C=N1)C=1C=C(C=CC1)C(=O)N1[C@H](CCC1)CN1CCCC1)OC(C)C1=C(C(=CC=C1Cl)F)Cl